C(C1=CC=CC=C1)SC1=CC(=C(C=C1)NC1=NC=C(C(=N1)NC(C)C)Br)C N2-(4-benzylthio-2-methyl-phenyl)-5-bromo-N4-isopropyl-pyrimidine-2,4-diamine